(S)-N-(4-([1,1'-biphenyl]-3-yl)thiazol-2-yl)-1-(1-(methylsulfonyl)-1H-pyrrole-3-carbonyl)azetidine-2-carboxamide C1(=CC(=CC=C1)C=1N=C(SC1)NC(=O)[C@H]1N(CC1)C(=O)C1=CN(C=C1)S(=O)(=O)C)C1=CC=CC=C1